1-((S)-6,7-dihydro-4H-thieno[3,2-c]pyran-4-yl)ethylamine S1C=CC=2[C@H](OCCC21)C(C)N